tert-butyl (R)-6-(((S)-tert-butylsulfinyl)amino)-5,6-dihydrospiro[cyclopenta[b]pyridine-7,4'-piperidine]-1'-carboxylate C(C)(C)(C)[S@](=O)N[C@@H]1CC=2C(=NC=CC2)C12CCN(CC2)C(=O)OC(C)(C)C